C(CCCCCCC)[Si](OC)(OC)OC n-Octyl-trimethoxysilan